CC(C(=O)O)(C)OC1=CC=C(C=C1)\C=C\C(=O)C=1OC2=C(C1)C=CC(=C2)SC (E)-2-methyl-2-(4-(3-(6-(methylthio)benzofuran-2-yl)-3-oxoprop-1-en-1-yl)phenoxy)propanoic acid